C(C1=CC=CC=C1)(=O)C1=CC(CC2=C(N1)C=CC(=C2)OCC)=O 2-Benzoyl-7-ethoxy-1,5-dihydro-4H-benzo[b]azepine-4-One